BrC=1C=C2C(=NC1)C(=CO2)C2C(NC(CC2)=O)=O 3-(6-bromofuro[3,2-b]pyridin-3-yl)piperidine-2,6-dione